2-(2-(4-((benzyloxy)carbonyl)piperazin-1-yl)-2-oxoacetamido)benzoic acid C(C1=CC=CC=C1)OC(=O)N1CCN(CC1)C(C(=O)NC1=C(C(=O)O)C=CC=C1)=O